diethyl 2-(4-(3-(2-acetoxyethyl)-2-oxotetrahydropyrimidin-1(2H)-yl)benzyl)-2-(((2R,3R,4R)-3,4,5-triacetoxy-3-ethynyltetrahydrofuran-2-yl)methoxy)malonate C(C)(=O)OCCN1C(N(CCC1)C1=CC=C(CC(C(=O)OCC)(C(=O)OCC)OC[C@H]2OC([C@@H]([C@]2(C#C)OC(C)=O)OC(C)=O)OC(C)=O)C=C1)=O